2-(5-(((3S,4S)-3-fluoropiperidin-4-yl)thio)pyrazin-2-yl)-5-(1H-imidazol-1-yl)phenol F[C@H]1CNCC[C@@H]1SC=1N=CC(=NC1)C1=C(C=C(C=C1)N1C=NC=C1)O